3-pyridineol N1=CC(=CC=C1)O